1-methyl-1H-pyrazolo[1,5-a]pyridine-3-carbonitrile CN1CC(=C2N1C=CC=C2)C#N